tert-butyl 4-(2'-(methylthio)-5',8'-dihydro-6'H-spiro[cyclohexane-1,7'-quinazolin]-4'-yl)piperazine-1-carboxylate CSC1=NC=2CC3(CCC2C(=N1)N1CCN(CC1)C(=O)OC(C)(C)C)CCCCC3